(R)-N-(2-(4-(4-cyclopropylpiperazin-1-yl)piperidin-1-yl)-4-methoxy-5-((6-(3-(thiophen-2-yl)isoxazolidin-2-yl)pyrimidin-4-yl)amino)phenyl)propionamide C1(CC1)N1CCN(CC1)C1CCN(CC1)C1=C(C=C(C(=C1)OC)NC1=NC=NC(=C1)N1OCC[C@@H]1C=1SC=CC1)NC(CC)=O